ClC=1C(=NN(C1C(=O)NC1=CC(=NC=C1)S(=O)(=N)C)CC1(CC(C1)(F)F)C)C(C)(F)F 4-chloro-1-((3,3-difluoro-1-methylcyclobutyl)methyl)-3-(1,1-difluoroethyl)-N-(2-(S-methylsulfonimidoyl)pyridin-4-yl)-1H-pyrazole-5-carboxamide